C(CCCCCCCCCCCC)OC(=O)CC(C(CC(=O)[O-])C(=O)[O-])C(=O)[O-] tridecyl-1,2,3,4-butanetetracarboxylate